(E)-N-(3-amino-3-iminopropyl)-4-(4-(4-(2-(benzo[c][1,2,5]oxadiazol-5-yl)vinyl)benzamido)-1-methyl-1H-pyrrole-2-carboxamido)-1-methyl-1H-pyrrole-2-carboxamide NC(CCNC(=O)C=1N(C=C(C1)NC(=O)C=1N(C=C(C1)NC(C1=CC=C(C=C1)\C=C\C1=CC=2C(=NON2)C=C1)=O)C)C)=N